(3R)-3-amino-5-[(4-chlorophenyl)methyl]-8-fluoro-1,1-dioxo-7-[5-(1,5,5-trimethyl-3-piperidyl)-1,2,4-oxadiazol-3-yl]-2,3-dihydro-1lambda6,5-benzothiazepin-4-one N[C@H]1CS(C2=C(N(C1=O)CC1=CC=C(C=C1)Cl)C=C(C(=C2)F)C2=NOC(=N2)C2CN(CC(C2)(C)C)C)(=O)=O